CC1=CC=2C(=NC(=CC2)C(F)(F)F)N1 2-methyl-6-(trifluoromethyl)pyrrolo[2,3-b]pyridin